CC=1C=C(C=C(C1)C)C=1CCCN1 5-(3,5-Dimethylphenyl)-3,4-dihydro-2H-pyrrole